(3S,5R)-3,5-dimethyl-piperidine C[C@@H]1CNC[C@@H](C1)C